OC(C)(C)C=1C=C(C(=O)OC2=CC(=CC(=C2)C(C)(C)O)C(C)(C)O)C=CC1 3,5-bis(α-hydroxyisopropyl)phenyl 3-α-hydroxyisopropylbenzoate